1-[3-(Triethoxysilyl)propyl]-3,3'-iminobis(5-amino-1,2,4-triazole) C(C)O[Si](CCCN1N=C(N=C1N)NC1=NNC(=N1)N)(OCC)OCC